FMOCacetonitrile C(=O)(OCC1C2=CC=CC=C2C2=CC=CC=C12)CC#N